O(C1=CC=CC=C1)C=1C=CC(=NC1)NC=1C2=CNC=3N=CN=C(N(N1)C1CCN(CC1)C(C=C)=O)C32 1-(4-(3-((5-phenoxypyridin-2-yl)amino)-1,4,5,6,8-pentazaacenaphthylen-5(1H)-yl)piperidin-1-yl)prop-2-en-1-one